tert-butyl 3-(4-chloro-3-fluorophenyl)-3,8-diazabicyclo[3.2.1]octane-8-carboxylate ClC1=C(C=C(C=C1)N1CC2CCC(C1)N2C(=O)OC(C)(C)C)F